CN1N=NC=C1 N-methyltriazol